N1=CC=C(C=C1)C1=C2C(=NC=C1)C(NC2)=O 4-(pyridin-4-yl)-5,6-dihydro-7H-pyrrolo[3,4-b]pyridin-7-one